OC(CN(CCCCC(=O)OCCN1CCN(CC1)CCSSCCCN(CC(CCCCCCCCCC)O)CC(CCCCCCCCCC)O)CC(CCCCCCCCCC)O)CCCCCCCCCC 2-(4-(2-((3-(Bis(2-hydroxydodecyl)amino)propyl)disulfaneyl)ethyl)piperazin-1-yl)ethyl 5-(bis(2-hydroxydodecyl)amino)pentanoate